CNC(=O)C1=NC=C(C=C1)Br N-methyl-5-bromopyridinecarboxamide